4-((6-methoxy-2-(4-(methylsulfonyl)phenyl)naphthalen-1-yl)oxy)phenol COC=1C=C2C=CC(=C(C2=CC1)OC1=CC=C(C=C1)O)C1=CC=C(C=C1)S(=O)(=O)C